(1S,3S)-3-((2-methyl-6-(1-methyl-5-((3-((R)-1-phenylethyl)ureido)methyl)-1H-1,2,3-triazol-4-yl)pyridin-3-yl)oxy)cyclohexane-1-carboxylic acid CC1=NC(=CC=C1O[C@@H]1C[C@H](CCC1)C(=O)O)C=1N=NN(C1CNC(=O)N[C@H](C)C1=CC=CC=C1)C